6-(4-isopropyl-3-(5-(6-isopropyl-2,6-diazaspiro[3.3]hept-2-yl)pyridin-2-yl)-1H-pyrazol-5-yl)-8-methoxy-[1,2,4]triazolo[1,5-a]pyridine C(C)(C)C=1C(=NNC1C=1C=C(C=2N(C1)N=CN2)OC)C2=NC=C(C=C2)N2CC1(C2)CN(C1)C(C)C